FC=1C(=C(C(=O)O)C=C(C1F)OCOC)O[C@H]1[C@H](CC1)O 3,4-Difluoro-2-(cis-(1R,2S)-2-hydroxycyclobutoxy)-5-(methoxymethoxy)benzoic acid